ClC=1C=2N(C=CN1)C(=CN2)C=2C(=NN(C2)CC(F)F)C(=O)OC methyl 4-(8-chloroimidazo[1,2-a]pyrazin-3-yl)-1-(2,2-difluoroethyl)-1H-pyrazole-3-carboxylate